FC=1C=C2C(=CN(C2=CC1)C(=O)OC(C)(C)C)B1OC(C(O1)(C)C)(C)C tert-butyl 5-fluoro-3-(4,4,5,5-tetramethyl-1,3,2-dioxaborolan-2-yl)indole-1-carboxylate